C(C)[C@@H]1CNCC[C@@H]1[C@H](C)NC=1C=C(C=C(C1C(F)(F)F)F)C1=NNC(O1)=O 5-[3-({(1S)-1-[(3S,4S)-3-ethylpiperidin-4-yl]ethyl}amino)-5-fluoro-4-(trifluoromethyl)phenyl]-1,3,4-oxadiazol-2(3H)-one